C12C(C3CC(CC(C1)C3)C2)NCCNC2CC2 N-(adamantan-2-yl)-N'-cyclopropyl-ethane-1,2-diamine